C(C)OC(CN1C(N(C=2N=C(N(C2C1=O)CC1=CC=C(C=C1)Cl)OC1=CC(=CC=C1)OC(F)(F)F)C)=O)=O Ethyl-2-(7-(4-chlorobenzyl)-3-methyl-2,6-dioxo-8-(3-(trifluoromethoxy)phenoxy)-2,3,6,7-tetrahydro-1H-purin-1-yl)acetate